COP(OC)[O-] Di-methylphosphit